2-{4-[3-(N-phenyl-9H-carbazol-3-yl)-9H-carbazole-9-yl]phenyl}-4,6-diphenyl-1,3,5-triazine C1(=CC=CC=C1)N1C2=CC=CC=C2C=2C=C(C=CC12)C=1C=CC=2N(C3=CC=CC=C3C2C1)C1=CC=C(C=C1)C1=NC(=NC(=N1)C1=CC=CC=C1)C1=CC=CC=C1